C(CCC)OC(C)COC(C)CO dipropyleneglycol n-butyl ether